(R)-5-methoxy-2-(4-((1-methylpiperidin-3-yl)amino)-5,6,7,8-tetrahydrophthalazin-1-yl)phenol COC=1C=CC(=C(C1)O)C1=NN=C(C=2CCCCC12)N[C@H]1CN(CCC1)C